C(CCCCCCCCCCC)NC(C(O)CC(=O)NCCCN(CCCC)CCCC)=O N-dodecyl-N'-[3-(dibutylamino)propyl]-malic acid diamide